COC1=CC=C(C=N1)CN1CCN(CC1)C1=CC=C(C=N1)C=1C=2N(C=C(C1)C=1C=NN(C1)C)N=CC2C(=O)NC 4-(6-(4-((6-methoxypyridine-3-yl)methyl)piperazin-1-yl)pyridin-3-yl)-N-methyl-6-(1-methyl-1H-pyrazol-4-yl)pyrazolo[1,5-a]Pyridine-3-carboxamide